FC=1C=C(C=CC1F)C=1C=C(C=NC1)OC=1C=CC(=C(C#N)C1)C1=NN2C(CN(CC2)S(=O)(=O)C)=C1 5-((5-(3,4-difluorophenyl)pyridin-3-yl)oxy)-2-(5-(methylsulfonyl)-4,5,6,7-tetrahydropyrazolo[1,5-a]pyrazin-2-yl)benzonitrile